C(C)(C)(C)OC(=O)N[C@H](C(=O)N[C@H](C(=O)N[C@H](C(=O)OC)C[C@H]1C(NCC1)=O)CC1CC1)CC1=CC=CC2=CC=CC=C12 methyl (2S)-2-[[(2S)-2-[[(2S)-2-(tert-butoxycarbonylamino)-3-(1-naphthyl)propanoyl]amino]-3-cyclopropyl-propanoyl]amino]-3-[(3S)-2-oxopyrrolidin-3-yl]propanoate